3-methyl-5-(4-methyl-4,5,6,7-tetrahydro-2H-pyrazolo[4,3-c]pyridin-2-yl)-1,2,4-thiadiazole CC1=NSC(=N1)N1N=C2C(C(NCC2)C)=C1